1-(4-(4-((2-(3,4-dimethoxyphenyl)-3-isopropyl-1H-indol-5-yl)amino)cyclohexyl)piperazin-1-yl)ethan-1-one COC=1C=C(C=CC1OC)C=1NC2=CC=C(C=C2C1C(C)C)NC1CCC(CC1)N1CCN(CC1)C(C)=O